CCCCCCCCCCCCCCCCCC(=O)OC[C@H](COP(=O)(O)O)OC(=O)CC/C=C\\C/C=C\\C/C=C\\C/C=C\\C/C=C\\C/C=C\\CC The molecule is a 1,2-diacyl-sn-glycerol 3-phosphate in which the acyl substituents at positions 1 and 2 are specified as stearoyl and (4Z,7Z,10Z,13Z,16Z,19Z)-docosahexaenoyl respectively. It is a 1,2-diacyl-sn-glycerol 3-phosphate and a phosphatidic acid 40:6. It derives from an all-cis-docosa-4,7,10,13,16,19-hexaenoic acid and an octadecanoic acid. It is a conjugate acid of a 1-stearoyl-2-(4Z,7Z,10Z,13Z,16Z,19Z)-docosahexaenoyl-sn-glycero-3-phosphate(2-).